(3S)-3-[4-(pent-3-yn-1-yloxy)phenyl]-hex-4-ynoic acid methyl ester COC(C[C@H](C#CC)C1=CC=C(C=C1)OCCC#CC)=O